1H-pyrazol-5-yl-2-azaspiro[3.3]hept-2-yl-methanone tert-butyl-N-[3-(6-bromo-3-fluoro-2-nitro-anilino)propyl]-N-methyl-carbamate C(C)(C)(C)OC(N(C)CCCNC1=C(C(=CC=C1Br)F)[N+](=O)[O-])=O.N1N=CC=C1C(=O)N1CC2(C1)CCC2